C(C)(C)(C)S(=O)N[C@@H](C)C1=CC(=CS1)CC(=O)N 2-(5-((1S)-1-((tert-butylsulfinyl)amino)ethyl)thiophen-3-yl)acetamide